FC(C=1N=C(SC1C=O)C1=NC=CC=N1)F (4-(difluoromethyl)-2-(pyrimidin-2-yl)thiazol-5-yl)methanone